((3S)-5-methyl-4-oxo-7-(pyrrolidin-2-ylethynyl)-2,3,4,5-tetrahydrobenzo[b][1,4]oxazepin-3-yl)-4-phenoxypicolinamide CN1C2=C(OC[C@@H](C1=O)C=1C(=NC=CC1OC1=CC=CC=C1)C(=O)N)C=CC(=C2)C#CC2NCCC2